3-(4-methylphenyl)-5-cyano-4,6-diamino-2-ethoxycarbonyl-1-p-toluenesulfonyl-2,3-dihydro-1H-pyrrolo[2,3-b]pyridine CC1=CC=C(C=C1)C1C(N(C2=NC(=C(C(=C21)N)C#N)N)S(=O)(=O)C2=CC=C(C)C=C2)C(=O)OCC